[N+](=O)([O-])C1=CC=C(C=C1)C1=NC=C2N1C(=NC=C2)N 3-(4-nitrophenyl)imidazo[1,5-c]pyrimidin-5-amine